1,2-bis(3-methoxycarbonyl-2-thioureido)benzene COC(=O)NC(NC1=C(C=CC=C1)NC(=S)NC(=O)OC)=S